8-phenyl-cyclopentyl-tetracyclo[4.4.0.12,5.17,10]-dodec-3-ene C1(=CC=CC=C1)C1C2C3C4C=CC(C3(C(C1)C2)C2CCCC2)C4